CO[C@H]1[C@@H](O[C@@H]([C@H]1O)CO)N1C(=O)N=C(N)C=C1 2'-O-methylcytidine